5-ethyl-3-methylhept-5-en-1-yl acetate C(C)(=O)OCCC(CC(=CC)CC)C